R or S-4-chloro-3-hydroxybutyrate ClC[C@@H](CC(=O)[O-])O |o1:2|